ClC=1C=C2C(=NC=NC2=CC1C1=C(C=CC=C1)C(F)(F)F)N1CCN(CC1)C(C=C)=O 1-(4-(6-chloro-7-(2-(trifluoromethyl)phenyl)quinazolin-4-yl)piperazin-1-yl)prop-2-en-1-one